C(C)C(C(C(C(=O)O)(CC)CC)(O)C(=O)O)C(=O)O.C(C)OC(=O)CC(CC(=O)OCC)(C(=O)OCC)O tris(ethyl)-2-hydroxypropane-1,2,3-tricarboxylate (triethyl citrate)